CN1N=CC(=C1)C=1N=CC=2N(C1)C=C(N2)C(=O)N 6-(1-methyl-1H-pyrazol-4-yl)imidazo[1,2-a]pyrazine-2-carboxamide